(Z)-4-(4-((5-cyclopropyl-3-(2,6-dichlorophenyl)isoxazol-4-yl)methoxy)-3,3-difluoropiperidin-1-yl)-N'-hydroxybenzoamidine C1(CC1)C1=C(C(=NO1)C1=C(C=CC=C1Cl)Cl)COC1C(CN(CC1)C1=CC=C(/C(=N/O)/N)C=C1)(F)F